rel-(3S,4R)-4-(pyridin-4-yl)pyrrolidine-3-carboxylate N1=CC=C(C=C1)[C@H]1[C@@H](CNC1)C(=O)[O-] |o1:6,7|